5-(4-((1s,5r)-3-azabicyclo[3.1.0]hex-1-yl)phenyl)-2-amino-N-((1r,4r)-4-hydroxycyclohexyl)nicotinamide [C@@]12(CNC[C@@H]2C1)C1=CC=C(C=C1)C=1C=NC(=C(C(=O)NC2CCC(CC2)O)C1)N